C(C1=CC=CC=C1)N1C[C@](C(CC1)=O)(COC1CCC(CC1)C1=CC=CC=C1)C (S)-1-benzyl-3-methyl-3-((((1S,4R)-4-phenylcyclohexyl)oxy)methyl)piperidin-4-one